C(C)(C)(C)OC(=O)N1CCC(CC1)NC1=C(C(=CC=C1)N(C)CC1=CC=CC=C1)[N+](=O)[O-] 4-[3-[benzyl-(methyl)amino]-2-nitro-anilino]piperidine-1-carboxylic acid tert-butyl ester